C(#N)C=1C=CC(=C(C1)C1=CN=C(O1)C(=O)N[C@H]1CN([C@H](C1)C)C#N)OC(F)(F)F 5-(5-cyano-2-(trifluoromethoxy)phenyl)-N-((3R,5S)-1-cyano-5-methylpyrrolidin-3-yl)oxazole-2-carboxamide